FC1=C(C=CC(=C1)F)C1=C(C=2N(C(=N1)N)C=NN2)C2=CC(=NC(=C2)C)OC 7-(2,4-difluorophenyl)-8-(2-methoxy-6-methylpyridin-4-yl)-[1,2,4]triazolo[4,3-c]pyrimidin-5-amine